((2-(3-chlorophenyl)-2-methyl-1-phenylpropoxy)carbonyl)-L-leucine methyl ester COC([C@@H](NC(=O)OC(C(C)(C)C1=CC(=CC=C1)Cl)C1=CC=CC=C1)CC(C)C)=O